N-(3-carbamoylphenyl)-3-(indolin-1-ylsulfonyl)benzamide C(N)(=O)C=1C=C(C=CC1)NC(C1=CC(=CC=C1)S(=O)(=O)N1CCC2=CC=CC=C12)=O